OCC1CCN(CC1)C1=CC=C(N=N1)C(=O)[O-] 6-(4-(hydroxymethyl)piperidin-1-yl)pyridazine-3-carboxylate